sodium m-aminophenolate NC=1C=C(C=CC1)[O-].[Na+]